CS(=O)(=O)O.NC=1SC2=C(N1)C(=CC=C2F)C2=C(C=C1C(=NC=NC1=C2F)N2CCN(CC2)C(C=C)=O)Cl 1-{4-[7-(2-amino-7-fluoro-1,3-benzothiazol-4-yl)-6-chloro-8-fluoroquinazolin-4-yl]piperazin-1-yl}prop-2-en-1-one methanesulfonate